4-[(5-fluoro-3-pyridinyl)sulfonyl]benzoic acid FC=1C=C(C=NC1)S(=O)(=O)C1=CC=C(C(=O)O)C=C1